Cl.COCCOC=1C=C2CCNCC2=C(C1)NC 6-(2-methoxyethoxy)-N-methyl-1,2,3,4-tetrahydroisoquinolin-8-amine hydrochloride